C(C=C)(=O)OCCCOC1=CC=C(C=C1)C(C1=CC=CC=C1)=O 3-(4-benzoylphenoxy)propyl 2-propenoate